O1CC(CC12CNCC2)=O 1-oxa-7-azaspiro[4.4]nonan-3-one